FC1=COC2=C1C=CC(=C2)CC(C)N 1-(3-fluorobenzofuran-6-yl)propan-2-amine